F[C@H]1[C@@H]2CCC[C@H](C[C@H]1OC=1N=NC(=CN1)C1=C(C=C(C=C1)N1C=NC=C1)O)N2 2-(3-(((1S,2S,3R,5R)-2-fluoro-9-azabicyclo[3.3.1]nonan-3-yl)oxy)-1,2,4-triazin-6-yl)-5-(1H-imidazol-1-yl)phenol